S(=O)(=O)(ON1[C@@H]2CC[C@H](N(C1=O)C2)C(NC(CC2NCCNC2)=O)=N)O (2S,5R)-7-oxo-2-(N-(2-(piperazin-2-yl) acetyl) carbamimidoyl)-1,6-diazabicyclo[3.2.1]octan-6-yl hydrogen sulfate